4-chloro-N-(6-(3-morpholinopropoxy)pyridin-3-yl)pyrimidin-2-amine ClC1=NC(=NC=C1)NC=1C=NC(=CC1)OCCCN1CCOCC1